[Br-].CN(C=1C=CC2=NC3=CC=C(C=C3[S+]=C2C1)N(C)C)C 3,7-bis-(dimethylamino)-phenothiazin-5-ium bromide